Formamidinium Lead Tri-Iodide [Pb+](I)(I)I.C(=[NH2+])N